C(C=C)(=O)N1C[C@@H](CC1)C1=NC(=C2N1C(=CN=C2)C)C2=CC=C(C(=O)NC1=NC=CC=C1)C=C2 (R)-4-(3-(1-acryloylpyrrolidin-3-yl)-5-methylimidazo[1,5-a]pyrazin-1-yl)-N-(pyridin-2-yl)benzamide